4-(5-bromopyrimidin-4-yl)-1-(tert-butoxycarbonyl)piperidine-4-carboxylic acid BrC=1C(=NC=NC1)C1(CCN(CC1)C(=O)OC(C)(C)C)C(=O)O